O1C(=CC=C1)C=CC(=NO)C1=C(C=CC=C1)O 3-(furan-2-yl)-1-(2-hydroxyphenyl)prop-2-ene-1-one oxime